3-phenyl-5-(2-thienyl)pyrido[3,4-b]pyrazine C1(=CC=CC=C1)C1=CN=C2C(=N1)C(=NC=C2)C=2SC=CC2